C(C)O[C@H]1CC=2N(CC1)C(=NN2)[C@@H]2C[C@@H](CCC2)NC2=NC=C(C(=N2)OC2COC2)C(F)(F)F N-[(1R,3S)-3-[(7R)-7-ethoxy-5,6,7,8-tetrahydro-[1,2,4]triazolo[4,3-a]pyridin-3-yl]cyclohexyl]-4-(oxetan-3-yloxy)-5-(trifluoromethyl)pyrimidin-2-amine